C(#N)C1=CC=C(C2=C1C=CO2)COC2=CC=CC(=N2)N2C=NN(CC2)CC2=NC1=C(N2C[C@H]2OCC2)C=C(C=C1F)C(=O)O (S)-2-((4-(6-((4-cyanobenzofuran-7-yl)methoxy)pyridin-2-yl)-5,6-dihydro-1,2,4-triazin-1(4H)-yl)methyl)-4-fluoro-1-(oxetan-2-ylmethyl)-1H-benzo[d]imidazole-6-Carboxylic acid